FC1=CC=C(C=C1)NC(CC(=O)OCC)=O Ethyl 3-{(4-fluorophenyl) amino}-3-oxopropanoate